(1,2,3,6-tetrahydropyridin-4-yl)oxazole-4-carboxamide hydrochloride Cl.N1CCC(=CC1)C=1OC=C(N1)C(=O)N